4,4'-(butane-1,1-diyl)bis(2-(tert-butyl)-5-methylphenol) C(CCC)(C1=CC(=C(C=C1C)O)C(C)(C)C)C1=CC(=C(C=C1C)O)C(C)(C)C